NC1=NC(=NC=C1F)N1C[C@@H]2[C@H](C1)CC(C2)C(=O)N2N=CC[C@@H]2C2=CC(=CC(=C2)F)F ((3aR,5S,6aS)-2-(4-amino-5-fluoropyrimidin-2-yl)octahydrocyclopenta[c]pyrrol-5-yl)((R)-5-(3,5-difluorophenyl)-4,5-dihydro-1H-pyrazol-1-yl)methanone